C(C1=CC=CC=C1)SC=1C=CC(=C(C#N)C1)OC(F)(F)F 5-benzylsulfanyl-2-(trifluoromethoxy)benzonitrile